C(C=C)(=O)N1CC(C1)(F)C(N1C2=C(N(C(C1=O)=O)C=1C(=NC=CC1C)C(C)C)N=C(C(=C2)Cl)C2=C(C(=NC=C2)C)Cl)([2H])[2H] 1-((1-acryloyl-3-fluoroazetidin-3-yl)methyl-d2)-7-chloro-6-(3-chloro-2-methylpyridin-4-yl)-4-(2-isopropyl-4-methylpyridin-3-yl)-1,4-dihydropyrido[2,3-b]pyrazine-2,3-dione